N-(4-(1H-pyrazol-1-yl)phenyl)-1-fluoro-6,7,8,9-tetrahydro-5H-5,8-epiminocyclohepta[c]-pyridine-10-carboxamide N1(N=CC=C1)C1=CC=C(C=C1)NC(=O)N1C2CCC1CC=1C(=NC=CC12)F